Urethane Deoxyguanosine-5'-Triphosphate P(O)(=O)(OP(=O)(O)OP(=O)(O)O)OC[C@@H]1[C@H](C[C@@H](O1)N1C=NC=2C(=O)NC(N)=NC12)O.NC(=O)OCC